8-Bromo-1-[trans-4-(pyridin-2-yloxy)cyclohexyl]-4H-[1,2,4]triazolo[4,3-a][1]benzazepin-5(6H)-on BrC=1C=CC2=C(CC(CC=3N2C(=NN3)[C@@H]3CC[C@H](CC3)OC3=NC=CC=C3)=O)C1